2-{3-methoxy-4-[(3-{4-[(1-methylpiperidin-4-yl)amino]-1-(2,2,2-trifluoroethyl)-1H-indol-2-yl}prop-2-yn-1-yl)amino]phenyl}-2-methylpropanenitrile COC=1C=C(C=CC1NCC#CC=1N(C2=CC=CC(=C2C1)NC1CCN(CC1)C)CC(F)(F)F)C(C#N)(C)C